OC[C@H]1N(C[C@@H](C1)C=1C=C(C=CC1)C)C(=O)OC(C)(C)C tert-butyl (2S,4S)-2-(hydroxymethyl)-4-(m-tolyl)pyrrolidine-1-carboxylate